N-ethyl-N-(2-hydroxy-3-sulfopropyl)-3-methylaniline, sodium salt [Na+].C(C)N(C1=CC(=CC=C1)C)CC(CS(=O)(=O)[O-])O